1-normal butoxyethyl acrylate C(C=C)(=O)OC(C)OCCCC